2-(Dimethylamino)ethanol CN(CCO)C